CCCCC1C(C(OC(=O)C(C(OC1=O)C)NC(=O)C2=C(C(=CC=C2)NC=O)O)C)OC(=O)CC3=CC=CC=C3 The molecule is a benzamide obtained by formal condensation of the carboxy group of 3-formamido-2-hydroxybenzoic acid with the amino group of 3-amino-8-butyl-2,6-dimethyl-4,9-dioxo-1,5-dioxonan-7-yl phenylacetate. It is a microbial metabolite isolated from Streptomyces. It has a role as a metabolite, an antimicrobial agent and a nematicide. It is a member of phenols, a member of formamides, a member of benzamides and a macrodiolide. It derives from a phenylacetic acid.